C1(=C(C=CC=C1)OCC(CN1C(=NC=C1)C)O)C1=CC=CC=C1 1-[([1,1'-biphenyl]-2-yl)oxy]-3-(2-methyl-1H-imidazole-1-yl)propan-2-ol